CC(CCN1C(CCCCC1)=O)CCCC(C)C 1-(3,7-dimethyloctyl)azepan-2-one